N-(1-(3-cyano-6-(1-methyl-1H-pyrazol-4-yl)pyrazolo[1,5-a]pyridin-4-yl)azetidin-3-yl)-2-(4-methoxyphenyl)acetamide C(#N)C=1C=NN2C1C(=CC(=C2)C=2C=NN(C2)C)N2CC(C2)NC(CC2=CC=C(C=C2)OC)=O